8-methoxy-2-tetrahydropyran-4-ylimidazo[1,2-a]Pyrazine-6-carboxamide trifluoroacetate FC(C(=O)O)(F)F.COC=1C=2N(C=C(N1)C(=O)N)C=C(N2)C2CCOCC2